tert-butyl ((3R)-1-(6-(1-aminoethyl)pyridin-3-yl)piperidin-3-yl)(cyclopropylmethyl)carbamate NC(C)C1=CC=C(C=N1)N1C[C@@H](CCC1)N(C(OC(C)(C)C)=O)CC1CC1